4-hydroxypyridine choline OCC[N+](C)(C)C.OC1=CC=NC=C1